2-(quinoline-8-yl)carbonyl-cyclohexane N1=CC=CC2=CC=CC(=C12)C(=O)C1CCCCC1